2-fluoro-N-(6-(2-fluoro-6-(hydroxymethyl)-3-methylphenyl)imidazo[1,2-a]pyridin-2-yl)cyclopropane-1-carboxamide FC1C(C1)C(=O)NC=1N=C2N(C=C(C=C2)C2=C(C(=CC=C2CO)C)F)C1